COCCN1[C@H](CN(CC1)C1=CC(=NC=C1)NC=1SC2=NC(=CC=C2N1)C=1C=NNC1C)C (S)-N-(4-(4-(2-methoxy-ethyl)-3-methylpiperazin-1-yl)pyridin-2-yl)-5-(5-methyl-1H-pyrazol-4-yl)thiazolo[5,4-b]pyridin-2-amine